SCCSCC(C)SCCS 1,2-bis(2-mercaptoethylthio)propane